4-methylenedioxy-benzylamine C1OC2=CC=C(CN)C=C2O1